N-(5-fluoro-6-(4-(2-(trifluoromethyl)oxetan-2-yl)-1H-imidazol-1-yl)pyridin-3-yl)-2-(5-methyl-3-(trifluoromethyl)-1H-pyrazol-1-yl)acetamide FC=1C=C(C=NC1N1C=NC(=C1)C1(OCC1)C(F)(F)F)NC(CN1N=C(C=C1C)C(F)(F)F)=O